6-[3-(5-chloro-2-methoxypyridine-3-sulfonamido)-2,6-difluorophenyl]-N-[2-(dimethylamino)ethyl]imidazo[1,5-a]pyrazine-1-carboxamide ClC=1C=C(C(=NC1)OC)S(=O)(=O)NC=1C(=C(C(=CC1)F)C=1N=CC=2N(C1)C=NC2C(=O)NCCN(C)C)F